3-(4-(7-((4-(4'-bromo-5'-oxo-5'H-spiro[cyclohexane-1,7'-indolo[1,2-a]quinazolin]-10'-yl)cyclohexyl)methyl)-2,7-diazaspiro[3.5]nonan-2-yl)-2,6-difluorophenyl)piperidine-2,6-dione BrC=1C=2C(N=C3N(C2C=CC1)C1=CC(=CC=C1C31CCCCC1)C1CCC(CC1)CN1CCC3(CN(C3)C3=CC(=C(C(=C3)F)C3C(NC(CC3)=O)=O)F)CC1)=O